3-(3,5-difluorophenyl)-N-(2-ethylhexyl)propenamide FC=1C=C(C=C(C1)F)C=CC(=O)NCC(CCCC)CC